S1C=CC2OC=C(C=C21)C(=O)O.N2C(=CC1=CC=CC=C21)CCCC(=O)O IndolButyric Acid thieno[3,2-b]pyran-6-carboxylate